[[Methyl-[1-methyl-3-oxo-3-[4-[5-(trifluoromethyl)pyrimidin-2-yl]piperazin-1-yl]propyl]amino]methyl]-5-(trifluoromethyl)-1H-pyridazin-6-one CN(C(CC(N1CCN(CC1)C1=NC=C(C=N1)C(F)(F)F)=O)C)CN1N=CC=C(C1=O)C(F)(F)F